CN1C=C(C=CC1=O)C1=NSC(=C1C(F)(F)F)C(=O)O 3-(1-METHYL-6-OXO-1,6-DIHYDROPYRIDIN-3-YL)-4-(TRIFLUOROMETHYL)ISOTHIAZOLE-5-CARBOXYLIC ACID